4-{[1-(pyridin-3-yl)piperidin-4-yl]Methyl}piperazine-1-carboxylic acid tert-butyl ester C(C)(C)(C)OC(=O)N1CCN(CC1)CC1CCN(CC1)C=1C=NC=CC1